C(C1=CC=CC=C1)[C@@]1([C@@H]([C@@H](OCC2=CC=CC=C2)[C@@H](OCC2=CC3=CC=CC=C3C=C2)[C@@H](O1)C(=O)[O-])NC(C(Cl)(Cl)Cl)=O)O[C@@H]1[C@H]([C@H](OCC)O[C@@H]([C@@H]1N=[N+]=[N-])C)NC(C(Cl)(Cl)Cl)=O 2-ethyl (benzyl 3-O-benzyl-2-deoxy-4-O-(2-naphthylmethyl)-2-trichloroacetamido-α-L-altropyranosyluronate)-(1→3)-4-azido-2-trichloroacetamido-2,4,6-trideoxy-β-D-galactopyranoside